O=C1N(CC2=C(C=CC=C12)SCC=1OC(=CC1)CNCC1OCCCC1)C1C(NC(CC1)=O)=O 3-(1-oxo-4-(((5-((((tetrahydro-2H-pyran-2-yl)methyl)amino)methyl)furan-2-yl)methyl)thio)isoindolin-2-yl)piperidine-2,6-dione